ClC=1N=CC2=CC=CC(=C2C1)B1OC(C(O1)(C)C)(C)C 3-chloro-5-(4,4,5,5-tetramethyl-1,3,2-dioxaborol-2-yl)isoquinoline